C(C)(C)(C)OC(=O)N1C(CCCCC1)C1=C(C=CC=C1)CO (2-(hydroxymethyl)phenyl)azepane-1-carboxylic acid tert-butyl ester